ClC1=CC=C(C=C1)C(C1=CC=C2C=CC=NC2=C1O)NC1=NC=CC=C1O 7-[(4-Chlorophenyl)[(3-hydroxy-2-pyridinyl)amino]methyl]-8-quinolinol